O=C([C@@H](O)[C@H](O)[C@@H](O)[C@@H](O)CO)[O-].[Li+] Lithium L-Gluconat